tert-Butyl 4-(cyclopropanecarboxamidomethyl)piperidine-1-carboxylate C1(CC1)C(=O)NCC1CCN(CC1)C(=O)OC(C)(C)C